CC1(CC=2C(=NC=C(C2)N)O1)C 2,2-dimethyl-2,3-dihydrofuro[2,3-b]pyridin-5-amine